ClC1=C(C=CC=C1Cl)N1[C@@H](CN(CC1)CC[C@@H]1CC[C@H](CC1)NC(=O)N1CC(C1)(F)F)C N-(trans-4-(2-((R)-4-(2,3-dichlorophenyl)-3-methylpiperazin-1-yl)ethyl)cyclohexyl)-3,3-difluoroazetidine-1-carboxamide